N-(tert-butyl)-2-phenyl-2H-indazole-3-carboxamide C(C)(C)(C)NC(=O)C=1N(N=C2C=CC=CC12)C1=CC=CC=C1